COC1=C(CN2C(CN(CC2)C(=O)OC(C)(C)C)=O)C(=CC(=C1)C1=CN(C(C(=C1C)C)=O)C)OC tert-butyl 4-(2,6-dimethoxy-4-(1,4,5-trimethyl-6-oxo-1,6-dihydropyridin-3-yl)benzyl)-3-oxopiperazine-1-carboxylate